BrC1=CC=2N(C=C1)C(=CN2)C 7-Bromo-3-methylimidazo[1,2-a]pyridine